CC1=CC=C(C=C1)[S+](C1=CC=C(C=C1)SC1=CC=C(C=C1)[S+](C1=CC=C(C=C1)C)C1=CC=C(C=C1)C)C1=CC=C(C=C1)C bis{4-[bis(4-methylphenyl)sulfonio]phenyl} sulfide